FC1=C(C[C@H](CNC(=O)C2=NN(C(N2)=O)C)CC(F)(F)F)C=CC(=C1)F (S)-N-(2-(2,4-difluorobenzyl)-4,4,4-trifluorobutyl)-1-methyl-5-oxo-4,5-dihydro-1H-1,2,4-triazole-3-carboxamide